C(C1=CC=CC=C1)O[C@@](C(=O)NN)(CCCCC[C@H](C)O)C(F)(F)F (2R,8S)-2-(Benzyloxy)-8-hydroxy-2-(trifluoromethyl)nonanehydrazide